N-((S)-5-methyl-4-oxo-2,3,4,5-tetrahydrobenzo[b][1,4]oxazepin-3-yl)-5-(2,2,2-trifluoroethyl)-1,4,5,7-tetrahydropyrano[3,4-c]pyrazole-3-carboxamide CN1C2=C(OC[C@@H](C1=O)NC(=O)C=1C3=C(NN1)COC(C3)CC(F)(F)F)C=CC=C2